hexadecane-6,7-diol CCCCCC(C(CCCCCCCCC)O)O